5-amino-1-[(4-methoxyphenyl)methyl]-1,2,3-triazole-4-carboxamide NC1=C(N=NN1CC1=CC=C(C=C1)OC)C(=O)N